C1(CCCC1)SC1=C(C(=C(C=C1)C1=C(C(=C(C=C1)OCC)F)F)F)F 1-{4'-[(cyclopentyl)sulfanyl]-2',3'-difluorophenyl}-4-ethoxy-2,3-difluorobenzene